(+/-)-(trans)-2-methylcyclopropylamine C[C@H]1[C@@H](C1)N |r|